3-(trifluoro-methyl)bicyclo[1.1.1]pentane-1-carboxylic acid FC(C12CC(C1)(C2)C(=O)O)(F)F